(S)-1-(6-methyl-4-(trifluoromethyl)pyridin-2-yl)-5-oxopyrrolidine-2-carboxylic acid ethyl ester C(C)OC(=O)[C@H]1N(C(CC1)=O)C1=NC(=CC(=C1)C(F)(F)F)C